BrC=1C=C(C=C(C1)Cl)NC(NC1=C(C(=O)NCCC)C=CC(=C1)OC(F)(F)F)=O 2-[3-(3-bromo-5-chlorophenyl)ureido]-4-trifluoromethoxy-N-propylbenzamide